3-[(4-methoxybenzyl)oxy]-1H-1,5-naphthyridine-2-one COC1=CC=C(COC=2C(NC3=CC=CN=C3C2)=O)C=C1